hydroxylysyl-pyridinium N[C@@H](CC[C@@H](O)CN)C(=O)[N+]1=CC=CC=C1